5-[1-(2-chloro-6-methyl-phenyl)-piperidin-4-yl]-2-methyl-7-(2-trifluoromethyl-benzyl)-2,4,5,7-tetrahydro-pyrazolo[3,4-d]pyrimidin-6-one ClC1=C(C(=CC=C1)C)N1CCC(CC1)N1C(N(C=2C(C1)=CN(N2)C)CC2=C(C=CC=C2)C(F)(F)F)=O